BrC=1C=C2C3=C(NC2=CC1)CN(CC3)CCNC(OC(C)(C)C)=O tert-Butyl 2-(6-bromo-3,4-dihydro-1H-pyrido[3,4-b]indol-2(9H)-yl)ethylcarbamate